C(C)(=O)OCC\C=C\CCCCCCCCC=CCCCC E-3,13-octadecadienyl acetate